C(C)(C)(C)N1N=C(C(=C1)C(=O)NCC#CC1=NN2C(C=CC=C2N[C@H]2[C@H](CN(CC2)C)F)=C1CC(F)(F)F)OC 1-(tert-butyl)-N-[3-(7-{[(3S,4R)-3-fluoro-1-methylpiperidin-4-yl]amino}-3-(2,2,2-trifluoroethyl)pyrazolo[1,5-a]pyridin-2-yl)prop-2-yn-1-yl]-3-methoxy-1H-pyrazole-4-carboxamide